ClC1=CC=C(C=C1)C1CN(C1)C=1N=C(C2=C(N1)CCCS2(=O)=O)NC2=CC(=C(C=C2)CC(=O)O)F 2-(4-((2-(3-(4-chlorophenyl)azetidin-1-yl)-5,5-dioxo-7,8-dihydro-6H-thiopyrano[3,2-d]pyrimidin-4-yl)amino)-2-fluorophenyl)acetic acid